(S)-3-((1-(2-((3-(2-((1,5-dimethyl-1H-pyrazol-3-yl)amino)-5-methylpyrimidin-4-yl)-1H-indol-7-yl)amino)-2-oxoethyl)pyrrolidin-3-yl)oxy)isoxazole-5-carboxamide CN1N=C(C=C1C)NC1=NC=C(C(=N1)C1=CNC2=C(C=CC=C12)NC(CN1C[C@H](CC1)OC1=NOC(=C1)C(=O)N)=O)C